C(C1=CC=CC=C1)N1CC=CC2=CC=CN=C12 1-benzylnaphthyridine